CC(=CC=C)C 4-methyl-1,3-pentadiene